propane-1,3-diyldidodecanoate C(CCCCCCCCCCCCCC(=O)[O-])CCCCCCCCCCCC(=O)[O-]